3,6-bis-biphenyl-4-yl-2,5-dihydropyrrolo[3,4-c]pyrrole-1,4-dione C1(=CC=C(C=C1)C=1NC(C2=C(NC(C21)=O)C2=CC=C(C=C2)C2=CC=CC=C2)=O)C2=CC=CC=C2